ethyl 6-{[(E)-(hydroxyimino) (3-methyl-5-nitropyridin-2-yl) methyl] amino}-6-oxohexanoate O\N=C(/C1=NC=C(C=C1C)[N+](=O)[O-])\NC(CCCCC(=O)OCC)=O